CC1(OC[C@H](N1C(=O)OC(C)(C)C)C1=CC=C(C=C1)N1N=CN=C1)C tert-butyl (4R)-2,2-dimethyl-4-[4-(1H-1,2,4-triazol-1-yl)phenyl]-1,3-oxazolidine-3-carboxylate